FC1(CN(C1)C(=O)C=1N=C2N(N1)[C@@H](CC2)C(F)(F)F)F (3,3-Difluoroazetidin-1-yl)-[(5S)-5-(trifluoromethyl)-6,7-dihydro-5H-pyrrolo[1,2-b][1,2,4]triazol-2-yl]methanone